2-azido-3,6-di-benzoyl-2-deoxy-D-glucopyranosyl-trichloroacetyl-acetyl-glucopyranose N(=[N+]=[N-])[C@H]1C(O[C@@H]([C@H]([C@@]1(O)C(C1=CC=CC=C1)=O)O)C(O)C(C1=CC=CC=C1)=O)[C@]1([C@](C(O)(O[C@@H]([C@H]1O)CO)C(C)=O)(O)C(C(Cl)(Cl)Cl)=O)O